C(C)(C)(C)C=1C=C(C=C(C1O)C)C(C(=O)OCCOCCOCCOC(C(C)C1=CC(=C(C(=C1)C)O)C(C)(C)C)=O)C Triethylene glycol bis[(3-tert-butyl-4-hydroxy-5-methylphenyl) propionate]